1-(1-methyl-1H-pyrazol-5-yl)piperazine CN1N=CC=C1N1CCNCC1